NC=1C2=C(N=CN1)N(C(=C2C2=CC(=C(C=C2)N=S2(CC(C2)(OC)OC)=O)F)C2=CC=C(C=C2)C=C(C(=O)N)C)C (4-(4-amino-5-(4-((3,3-dimethoxy-1-oxo-1λ6-thietan-1-ylidene)amino)-3-fluorophenyl)-7-methyl-7H-pyrrolo[2,3-d]pyrimidin-6-yl)-phenyl)methacrylamide